C1=CC=CC=2C3=CC=CC=C3C(C12)COC(=O)N[C@@H](CC1=C(C=C(C(=O)OC(C)(C)C)C=C1)F)C(=O)OCC1=CC=CC=C1 tert-butyl (S)-4-(2-((((9H-fluoren-9-yl)methoxy)carbonyl)amino)-3-(benzyloxy)-3-oxopropyl)-3-fluorobenzoate